C1(=CC=CC=C1)SC1=CC=C(C=C1)[SH2+] 4-(phenylthio)phenylsulfonium